ClC1=C(OC=2N=NC(=CC2C(=O)NC2=CC(=CC=C2)S(=O)(=N)C)C#N)C=CC(=C1)F 3-(2-chloro-4-fluorophenoxy)-N-(3-(S-methylsulfonimidoyl)phenyl)-6-cyano-pyridazine-4-carboxamide